(S)-1-(7-((S)-2-Cyclopropoxy-1-(5,5-difluoro-2-oxotetrahydropyrimidin-1(2H)-yl)ethyl)imidazo[1,2-b]pyridazin-2-yl)-5,5,5-trifluoro-4,4-dimethylpentan-1-aminium 2,2,2-trifluoroacetate FC(C(=O)[O-])(F)F.C1(CC1)OC[C@@H](N1C(NCC(C1)(F)F)=O)C1=CC=2N(N=C1)C=C(N2)[C@H](CCC(C(F)(F)F)(C)C)[NH3+]